2-[3-(benzyloxy)phenyl]-3-[(tert-butoxycarbonyl)amino]propanoic acid C(C1=CC=CC=C1)OC=1C=C(C=CC1)C(C(=O)O)CNC(=O)OC(C)(C)C